N-(6-amino-5-(oxetan-3-yl)pyridin-3-yl)-2-((2R,5S)-5-methyl-2-(2-(2-(Pyrrolidin-1-yl)Ethyl)benzo[d]thiazol-5-yl)piperidin-1-yl)-2-oxoacetamide NC1=C(C=C(C=N1)NC(C(=O)N1[C@H](CC[C@@H](C1)C)C=1C=CC2=C(N=C(S2)CCN2CCCC2)C1)=O)C1COC1